C(C)(C)(C)OC(=O)N1CCC(CC1)OC1=CC=C(NC=2C(=NC(=C(N2)OC)Cl)C(=O)OC)C=C1 Methyl 3-[4-[(1-tert-butoxycarbonyl-4-piperidyl)oxy]anilino]-6-chloro-5-methoxy-pyrazine-2-carboxylate